C(C)(=O)C=1NC2=CC=C(C=C2C1C=1N=NN(C1)C[C@@H]1CN(CC1)CCNS(=O)(=O)C1=CC=C(C=C1)CC(C)C)F (S)-N-(2-(3-((4-(2-acetyl-5-fluoro-1H-indol-3-yl)-1H-1,2,3-triazol-1-yl)methyl)pyrrolidin-1-yl)ethyl)-4-isobutylbenzenesulfonamide